3-fluoro-4-methyl-6,7-dihydro-5H-cyclopenta[b]pyridin FC=1C(=C2C(=NC1)CCC2)C